C(C)(C)(C)C=1C(=CC(=C(C1)C(C)=O)C)O 1-(5-tert-butyl-4-hydroxy-2-methylphenyl)ethan-1-one